4-(aminomethyl)-N-(4-(4-methylcyclohexyl)phenyl)aniline NCC1=CC=C(NC2=CC=C(C=C2)C2CCC(CC2)C)C=C1